O=C1NC(CCC1N1C(C2=CC=CC(=C2C1=O)SCCCCCCNC)=O)=O 2-(2,6-dioxopiperidin-3-yl)-4-((6-(methylamino)hexyl)thio)isoindoline-1,3-dione